FC=1C=2N(C=C(C1)[C@@]1(N=C3N(C(N1)=O)C=C(C=C3)N3CC(NCC3)C)C(=O)O)C=C(N2)C (R)-2-(8-fluoro-2-methylimidazo[1,2-a]pyridin-6-yl)-7-(3-methylpiperazin-1-yl)-4H-pyrido[1,2-a][1,3,5]triazin-4-onecarboxylic acid